5-amino-2-benzyl-1H-benzo[de]isoquinoline NC=1C=C2C3=C(CN(CC3=CC=C2)CC2=CC=CC=C2)C1